N-hexadecyl-2-(3-methoxy-4-tetrahydropyranyloxyphenyl)-3,5,7-tritetrahydropyranyloxyquinolin-4-one C(CCCCCCCCCCCCCCC)N1C(=C(C(C2=C(C=C(C=C12)OC1OCCCC1)OC1OCCCC1)=O)OC1OCCCC1)C1=CC(=C(C=C1)OC1OCCCC1)OC